(2-(3,4-dichlorophenoxymethyloxy)ethyl)trimethylsilane p-cresyl-crotonate C1(=CC=C(C=C1)C)OC(\C=C\C)=O.ClC=1C=C(OCOCC[Si](C)(C)C)C=CC1Cl